C(C)(C)(C)C=1C=C(C=C(C1O)C(C)(C)C)CCC(=O)NNC(CCC1=CC(=C(C(=C1)C(C)(C)C)O)C(C)(C)C)=O N,N'-Bis(3,5-di-tert-butyl-4-hydroxyphenylpropionyl)-hydrazine